C(C)C1=C2C(=NN=C1)NCC1N2CC(C1)N ethyl-5,6,6a,7,8,9-hexahydro-pyrrolo[1',2':4,5]pyrazino[2,3-c]pyridazin-8-amine